ICCCN1CCN(CC1)CCCSC1=C2CN(C(C2=CC=C1)=O)C1C(NC(CC1)=O)=O 3-(4-((3-(4-(3-iodopropyl)piperazin-1-yl)propyl)thio)-1-oxoisoindolin-2-yl)piperidine-2,6-dione